1-(4-chlorobenzyl)piperazine hydrochloride Cl.ClC1=CC=C(CN2CCNCC2)C=C1